C(C1=CC=CC=C1)(=O)C1=CC(=NC(=C1)C(C1=CC=CC=C1)=O)C1=NC=CC(=C1)C(=O)O 4',6'-dibenzoyl-[2,2'-bipyridine]-4-carboxylic acid